N6-[(5-bromothien-3-yl)methyl]adenosine BrC1=CC(=CS1)CNC=1C=2N=CN([C@H]3[C@H](O)[C@H](O)[C@@H](CO)O3)C2N=CN1